(2S,3S)-2-methyl-1-(5-(pyridazin-4-yl)-1H-pyrrole-2-carbonyl)-N-(3,4,5-trifluorophenyl)pyrrolidine-3-carboxamide C[C@@H]1N(CC[C@@H]1C(=O)NC1=CC(=C(C(=C1)F)F)F)C(=O)C=1NC(=CC1)C1=CN=NC=C1